C(CCCCCCCCCCC)(=O)N(CC(=O)O)C.[Na] sodium lauroyl-N-methylglycine